N-(3-amino-2-(chloromethyl)propyl)-4-((3-(1-(2,2-difluoroethyl)-3-(trifluoromethyl)-1H-pyrazol-4-yl)imidazo[1,2-a]pyrazin-8-yl)amino)-2-ethylbenzamide formate C(=O)O.NCC(CNC(C1=C(C=C(C=C1)NC=1C=2N(C=CN1)C(=CN2)C=2C(=NN(C2)CC(F)F)C(F)(F)F)CC)=O)CCl